tetramercaptopropionate SC(C(C(=O)[O-])(S)S)S